1-cyclobutylcyclopropan-1-amine C1(CCC1)C1(CC1)N